FC=1C(=CC(=NC1)C)C1=CC=2N(C=C1)N=C(C2)NC=2C=CC(N(N2)C)=O 6-((5-(5-fluoro-2-methylpyridin-4-yl)pyrazolo[1,5-a]pyridin-2-yl)amino)-2-methylpyridazin-3(2H)-one